O[C@@H]1[C@H](CCC1)N1CCC(CC1)COCC(=O)OC(C)(C)C tert-butyl 2-((1-((1S,2S)-2-hydroxycyclopentyl)piperidin-4-yl)methoxy)acetate